ClCC1=CC(=NC=C1C)N 4-(chloromethyl)-5-methylpyridin-2-amine